BrC(=O)OCCC propyl bromoformate